C1(=CC=CC=C1)N1C2=CC=CC=C2SC=2C=C(C=CC12)C1=CC=C(S1)C=O 5-(10-phenyl-10H-phenothiazin-3-yl)thiophene-2-carbaldehyde